bis(4-t-butylphenyl)iodonium nonafluoro-n-butanecarboxylate FC(C(C(C(C(=O)[O-])(F)F)(F)F)(F)F)(F)F.C(C)(C)(C)C1=CC=C(C=C1)[I+]C1=CC=C(C=C1)C(C)(C)C